The molecule is an omega-hydroxy fatty acid ascaroside that is oscr#34 in which the pro-R hydrogen beta to the carboxy group is replaced by a hydroxy group. It is a metabolite of the nematode Caenorhabditis elegans. It has a role as a Caenorhabditis elegans metabolite. It is an omega-hydroxy fatty acid ascaroside, a 3-hydroxy carboxylic acid and a monocarboxylic acid. It derives from an oscr#34 and a (3R)-3,19-dihydroxynonadecanoic acid. It is a conjugate acid of a bhos#34(1-). C[C@H]1[C@@H](C[C@H]([C@@H](O1)OCCCCCCCCCCCCCCCC[C@H](CC(=O)O)O)O)O